FC(C(=O)O)(F)F.NCCC[C@H]([C@@H](C(=O)NC1=CC=2N(C=C1)N=CC2C(=O)N)N2C(C=C(C(=C2)OC)C2=C(C=CC(=C2)Cl)C#N)=O)C 5-({(2s,3r)-6-amino-2-[4-(5-chloro-2-cyanophenyl)-5-methoxy-2-oxopyridin-1(2H)-yl]-3-methylhexanoyl}amino)pyrazolo[1,5-a]pyridine-3-carboxamide trifluoroacetate